tert-butyl 2-(5-fluoro-2-(4-(3-hydroxypiperidin-1-yl)-3-nitrobenzamido) phenyl)acetate FC=1C=CC(=C(C1)CC(=O)OC(C)(C)C)NC(C1=CC(=C(C=C1)N1CC(CCC1)O)[N+](=O)[O-])=O